2-(1H-indazol-5-yl)-2-methyl-propanoic acid N1N=CC2=CC(=CC=C12)C(C(=O)O)(C)C